O1CCN(CC1)CC1=CC=C(C=C1)N(N)C(=O)OC(C)(C)C Tert-butyl 1-(4-(morpholinomethyl)phenyl)hydrazine-1-carboxylate